N1=CC=CC2=CC=C(C=C12)N(NC(=O)OC(C)(C)C)C(=O)OC(C)(C)C di-tert-butyl 1-(quinolin-7-yl)hydrazine-1,2-dicarboxylate